(8-amino-2-(2-fluoro-6-((6-methyl-5-oxo-2,6-diazaspiro[3.4]oct-2-yl)methyl)benzyl)-[1,2,4]triazolo[1,5-a]pyrazin-6-yl)-2-fluorobenzonitrile NC=1C=2N(C=C(N1)C=1C(=C(C#N)C=CC1)F)N=C(N2)CC2=C(C=CC=C2CN2CC1(C2)C(N(CC1)C)=O)F